(R)-2-(1-Hydroxycyclopentyl)-N-(2-methoxy-1-(3-(trifluoromethoxy)phenyl)ethyl)acetamide OC1(CCCC1)CC(=O)N[C@@H](COC)C1=CC(=CC=C1)OC(F)(F)F